N-((1-((3-acetamido-4-((4-methyl-5-nitrothiazol-2-yl)carbamoyl)phenyl)amino)-3,6,9-trioxa-12-azapentadecan-15-yl)oxy)-3,4-difluoro-2-((2-fluoro-4-iodophenyl)amino)benzamide C(C)(=O)NC=1C=C(C=CC1C(NC=1SC(=C(N1)C)[N+](=O)[O-])=O)NCCOCCOCCOCCNCCCONC(C1=C(C(=C(C=C1)F)F)NC1=C(C=C(C=C1)I)F)=O